CNC(=O)C1=NC=C(C=C1)N1CCC(CC1)=O N-methyl-5-(4-oxopiperidin-1-yl)pyridineamide